C(OC1(CCC=CCCC1)C1=CC=C(C=C1)[N+](=O)[O-])(OC1=CC=C(C=C1)[N+](=O)[O-])=O (4-nitrophenyl)-cycloocta-4-en-1-yl (4-nitrophenyl) carbonate